C(CCC)C1CC(C(C=2C=CC3=CC=CC=C3C12)=O)(F)F 4-butyl-2,2-difluoro-3,4-dihydrophenanthrene-1(2H)-one